3-(1H-indol-3-yl)-2-methylpropan-2-en-1-one N1C=C(C2=CC=CC=C12)C=C(C=O)C